FC1=CNC(C2=CC(=NC=C12)NC1=CC=C(C=C1)S(=O)(=O)C)=O 4-fluoro-7-((4-(methylsulfonyl)phenyl)amino)-2,6-naphthyridin-1(2H)-one